5-chloro-2-[(methylamino)methyl]-7,8-dihydro-6H-spiro[[1,3]oxazolo[5,4-f]quinazoline-9,1'-cyclohexan]-7-one ClC=1C=C2C(=C3C1NC(NC31CCCCC1)=O)OC(=N2)CNC